N-(2-aminoethyl)-2-aminoethanesulfonic acid, ammonium salt [NH4+].NCCNCCS(=O)(=O)[O-]